[N+](=O)([O-])S(=O)(=O)F Nitrosulfonyl Fluoride